COC(=O)C1=NC(=C(N=C1N1CCC2(CC1)OC1=C([C@H]2N)C=CC=C1)N)SC1=C(C(=CC=C1)C=1OC=CN1)Cl (R)-5-amino-3-(3-amino-3H-spiro[benzofuran-2,4'-piperidin]-1'-yl)-6-((2-chloro-3-(oxazol-2-yl)phenyl)sulfanyl)pyrazine-2-carboxylic acid methyl ester